FC=1C=C(C=CC1C)B(O)O 3-fluoro-4-methylphenyl-boronic acid